C(C)(C)(C)OC(=O)N1[C@H]([C@H](CC1)N)CC1=CC(=CC(=C1)F)Br Cis-3-amino-2-(3-bromo-5-fluorobenzyl)pyrrolidine-1-carboxylic acid tert-butyl ester